C(C)(C)OCCC(=O)N(CC)CC 3-isopropoxy-N,N-diethyl-propionamide